FC=1C=C(CN2C[C@H]([C@@H](CC2)C(=O)N2CCC(CC2)(O)CN2C=NC3=C(C2=O)C=CN3C)C3=CC=CC=C3)C=CC1 3-[(1-{[(3R,4R)-1-(3-fluorobenzyl)-3-phenylpiperidin-4-yl]carbonyl}-4-hydroxypiperidin-4-yl)methyl]-7-methyl-3,7-dihydro-4H-pyrrolo[2,3-d]pyrimidin-4-one